ClC=1C=C(C=CC1)[C@H](C)NC(=O)C1(CCOCC1)N1C[C@@H](CC1)OC1=CC(=CC=C1)C(F)(F)F N-((S)-1-(3-Chlorophenyl)ethyl)-4-((R)-3-(3-(trifluoromethyl)phenoxy)pyrrolidin-1-yl)tetrahydro-2H-pyran-4-carboxamide